(E)-2-(3-Methyl-7-(methyl-d3)oct-2,6-dien-1-yl-8,8,8-d3)-5-pentylbenzene-1,3-Diol C\C(=C/CC1=C(C=C(C=C1O)CCCCC)O)\CCC=C(C([2H])([2H])[2H])C([2H])([2H])[2H]